NC(=O)N.[C] carbon (urea)